lithium cyclopentyl-(diphenylphosphine) C1(CCCC1)P(C1=CC=CC=C1)C1=CC=CC=C1.[Li]